N-(2-(4-(thiophen-2-ylmethyl)piperazin-1-yl)ethyl)-N-(p-tolyl)acrylamide S1C(=CC=C1)CN1CCN(CC1)CCN(C(C=C)=O)C1=CC=C(C=C1)C